7-[[(1S)-1-[4-[2-Cyclopropyl-1-(4-prop-2-enoylpiperazin-1-yl)ethyl]phenyl]ethyl]amino]-1-ethyl-4H-pyrimido[4,5-d][1,3]oxazin-2-one C1(CC1)CC(N1CCN(CC1)C(C=C)=O)C1=CC=C(C=C1)[C@H](C)NC=1N=CC2=C(N(C(OC2)=O)CC)N1